(S)-2-(5-(azepan-4-yloxy)pyrazin-2-yl)-5-(1H-imidazol-1-yl)phenol N1CC[C@H](CCC1)OC=1N=CC(=NC1)C1=C(C=C(C=C1)N1C=NC=C1)O